4-chloro-5-ethylisoxazol-3-amine ClC=1C(=NOC1CC)N